C1=CC=CC=2C3=CC=CC=C3C(C12)COC(=O)NCCN([C@H](C(=O)O)CCCC)CCCC (S)-2-((2-((((9H-fluoren-9-yl)methoxy)carbonyl)amino)ethyl)(butyl)amino)hexanoic acid